O=C1NCC[C@@H]1CCCC(=O)N 4-[(3S)-2-oxopyrrolidin-3-yl]butanamide